O=S1(C2=C(N3C1CNCC3)N=CC(=C2)C(F)(F)F)=O 5,5-dioxido-3-(trifluoromethyl)-5a,6,8,9-tetrahydro-7H-pyrido[2',3':4,5]thiazolo[3,2-a]pyrazin